S1CNC=C1 dihydro-1,3-thiazole